5-bromo-N-(4-bromo-3-methoxyphenyl)thiophene-2-carboxamide BrC1=CC=C(S1)C(=O)NC1=CC(=C(C=C1)Br)OC